N1CCC(CC1)C1=NNC(=C1)C=1C(=C(C(=NC1)CC(=O)O)CC(=O)O)CC(=O)O 5-(3-(piperidin-4-yl)-1H-pyrazol-5-yl)pyridintriacetic acid